COC1=CC=C(C(=N1)CC(C)=O)[N+](=O)[O-] (6-methoxy-3-nitropyridin-2-yl)propan-2-one